(tert-butoxycarbonyl)-L-lysine hydrochloride Cl.C(C)(C)(C)OC(=O)N[C@@H](CCCCN)C(=O)O